ClC=1C=C2C=C(NC2=CC1C1=NC=C(N=C1)OC)CNC(=O)C1(CC1)O N-{[5-chloro-6-(5-methoxy-2-pyrazinyl)-2-indolyl]methyl}1-hydroxycyclopropanecarboxamide